BrC=1C(N(C=C(C1)C1CC1)N)=N 3-bromo-5-cyclopropyl-2-iminopyridin-1(2H)-amine